6-fluoro-4-methyl-1H-pyrrolo[3,2-c]quinolin FC1=CC=CC=2C3=C(C(=NC12)C)C=CN3